1-[2-(4-fluorophenyl)-3-(pyridin-4-yl)-6,7-dihydropyrazolo[1,5-a]pyrazin-5(4H)-yl]prop-2-en FC1=CC=C(C=C1)C1=NN2C(CN(CC2)CC=C)=C1C1=CC=NC=C1